CC(COCC(=O)O)(C)NC=1C2=C(N=C(N1)C1=CC=NC=C1)C=NC=C2 2-(2-methyl-2-{[2-(pyridin-4-yl)pyrido[3,4-d]Pyrimidin-4-yl]Amino}propoxy)acetic acid